Cl.ClC1=C(C=CC=C1C1=C(C=C(C=C1)F)F)[C@@]1(CC(N(C(N1)=N)[C@@H]1C[C@H](S(CC1)(=O)=O)C)=O)C |o1:23,25| (6S)-6-[2-Chloro-3-(2,4-difluoro-phenyl)phenyl]-2-imino-6-methyl-3-[(2R*,4S*)-2-methyl-1,1-dioxo-thian-4-yl]hexahydropyrimidin-4-one hydrochloride